(cyanomethyl)-3-methyl-1H-pyrazole-5-carboxylic acid C(#N)CN1N=C(C=C1C(=O)O)C